2-methyl-1-[4-[methylthio]phenyl]-2-morpholinopropan-1-one CC(C(=O)C1=CC=C(C=C1)SC)(C)N1CCOCC1